[Sn+4].[O-2].[Zn+2].[O-2].[O-2] Zinc oxide tin